3-hydroxy-3-methylbut-1-yn OC(C#C)(C)C